N-{6-[2-(4,5-Dimethyl-1,3-oxazol-2-yl)-2-methylpropionyl]pyridin-3-yl}carbamic acid tert-butyl ester C(C)(C)(C)OC(NC=1C=NC(=CC1)C(C(C)(C)C=1OC(=C(N1)C)C)=O)=O